styryl-diazoepoxypropyl-phthalazinone C(=CC1=CC=CC=C1)C=1C(C(C=2C3=NN=C(C2C1)O3)=O)CCC=[N+]=[N-]